((1S,3S)-3-((5-iodopyrimidin-2-yl)amino)cyclopentyl)carbamic acid tert-butyl ester C(C)(C)(C)OC(N[C@@H]1C[C@H](CC1)NC1=NC=C(C=N1)I)=O